N[C@@H]1CN(CC1)C(=O)C=1SC(=CC1C)C1=CC(=C(C=C1)C1CCN(CC1)C)OC(F)(F)F (S)-(3-aminopyrrolidin-1-yl)(3-methyl-5-(4-(1-methylpiperidin-4-yl)-3-(trifluoromethoxy)phenyl)thiophen-2-yl)methanone